C(C#C)OC(=O)NC=1C=C(C=CC1)B(O)O 3-(prop-2-ynyloxycarbonylamino)-phenylboronic acid